5-fluoro-4-(3-oxo-5,6,7,8-tetrahydro[1,2,4]triazolo[4,3-a]pyridin-2(3H)-yl)-N-(2,4,6-trifluorophenyl)-2-{[(2S)-1,1,1-trifluoropropan-2-yl]oxy}benzamide FC=1C(=CC(=C(C(=O)NC2=C(C=C(C=C2F)F)F)C1)O[C@H](C(F)(F)F)C)N1N=C2N(CCCC2)C1=O